C1(=CC=CC=C1)C=1C(=CC(=NC1)NCCCC1=CC=CC=C1)CC(=O)O 2-(5-phenyl-2-((3-phenylpropyl)amino)pyridin-4-yl)acetic acid